COCC1=C(C=CC=C1)C1=C(C=CC=C1)COC 2,2'-bis(methoxymethyl)biphenyl